P(=O)([O-])([O-])OC1=CC(=CC=C1C)C(C)C.[Na+].[Na+] sodium carvacrol phosphate